N1C(CC=2C1=CC1=CC(N=C1C2)=O)=O 1H,3H-Pyrrolo[2,3-f]indole-2,6-dione